diphenylsilyl triflate O(S(=O)(=O)C(F)(F)F)[SiH](C1=CC=CC=C1)C1=CC=CC=C1